[2-(methacryloyloxy)ethyl]dimethyl-(3-sulfopropyl)ammonium hydroxide salt [OH-].C(C(=C)C)(=O)OCC[N+](CCCS(=O)(=O)O)(C)C